((1r,4r)-4-(hydroxymethyl)cyclohexyl)-6-methoxy-5-nitroisoindolin-1-one OCC1CCC(CC1)N1C(C2=CC(=C(C=C2C1)[N+](=O)[O-])OC)=O